t-butyl-eicosanedioic acid C(C)(C)(C)C(C(=O)O)CCCCCCCCCCCCCCCCCC(=O)O